FC1=CC(=C2CCN(CC2=C1)C=1C=NC(=NC1)C1=NC=CC=N1)OC 7-fluoro-5-methoxy-2-(2-pyrimidin-2-ylpyrimidin-5-yl)-3,4-dihydro-1H-isoquinoline